4-(3-Cyanophenyl)-3,6-dihydropyridine-1(2H)-carboxylic acid tert-butyl ester C(C)(C)(C)OC(=O)N1CCC(=CC1)C1=CC(=CC=C1)C#N